N[C@@H](CC(C)C)C(=O)N[C@H]1[C@@H](O[C@@H]([C@H]([C@@H]1O)O)CO)N(C(CCCCCCCCCCC)=O)CCCCCCCCCCCCCCCCCC N-(2-deoxy-2-L-leucylamino-β-D-glucopyranosyl)-N-octadecyllauramide